N-allyl-4-methyl-N-(2-(1-phenylvinyl)phenyl)benzenesulfonamide C(C=C)N(S(=O)(=O)C1=CC=C(C=C1)C)C1=C(C=CC=C1)C(=C)C1=CC=CC=C1